8-(4-cyclopropylphenyl)-2-((2,2,2-trifluoroethyl)amino)pyrido[4,3-d]pyrimidin-7(6H)-one C1(CC1)C1=CC=C(C=C1)C=1C(NC=C2C1N=C(N=C2)NCC(F)(F)F)=O